N-(2',4',5'-trifluoro-biphenyl-2-yl)-1,3-dimethyl-5-fluoro-pyrazol-4-ylcarboxamide FC1=C(C=C(C(=C1)F)F)C1=C(C=CC=C1)NC(=O)C=1C(=NN(C1F)C)C